C(CCO)CO 1,4-tetramethylene glycol